NC1=C(C=C(C(=O)OC)C=C1)N[C@@H](C)C1CC1 Methyl (S)-4-amino-3-((1-cyclopropylethyl)amino)benzoate